N-(4-([1,2,4]triazolo[1,5-a]pyridin-7-yloxy)-2-fluoro-3-methylphenyl)-6-(methylsulfonyl)pyrimido[5,4-d]pyrimidin-4-amine N=1C=NN2C1C=C(C=C2)OC2=C(C(=C(C=C2)NC=2C1=C(N=CN2)C=NC(=N1)S(=O)(=O)C)F)C